di(p-tolyl)methylene(cyclopentadienyl)(2,7-diphenyl-3,6-di-t-butylfluorenyl)zirconium dichloride [Cl-].[Cl-].C1(=CC=C(C=C1)C(=[Zr+2](C1=C(C(=CC=2C3=CC(=C(C=C3CC12)C1=CC=CC=C1)C(C)(C)C)C(C)(C)C)C1=CC=CC=C1)C1C=CC=C1)C1=CC=C(C=C1)C)C